4-Cyanobenzyl (S)-3-cyclopropyl-2-(2-((S)-5-oxo-1-(2,3,5-trifluorobenzyl)-pyrrolidin-2-yl)acetamido)propanoate C1(CC1)C[C@@H](C(=O)OCC1=CC=C(C=C1)C#N)NC(C[C@H]1N(C(CC1)=O)CC1=C(C(=CC(=C1)F)F)F)=O